N-((3,5-dimethylisoxazol-4-yl)carbamoyl)-4-methylbenzenesulfonamide CC1=NOC(=C1NC(=O)NS(=O)(=O)C1=CC=C(C=C1)C)C